4-methoxy-1-methyl-5-(3-pyridylmethyl)benzimidazol-2-amine COC1=C(C=CC=2N(C(=NC21)N)C)CC=2C=NC=CC2